(R)-1-(4-chlorophenyl-carbamoyl)pyrrolidine-2-carboxylic acid ClC1=CC=C(C=C1)NC(=O)N1[C@H](CCC1)C(=O)O